C(C)O[C@H]1CC[C@H](CC1)NC1=NN2C(C(=N1)OC)=C(C=C2)C=2C=NC=1N(C2)C=CN1 N-(cis-4-ethoxycyclohexyl)-5-(imidazo[1,2-a]pyrimidin-6-yl)-4-methoxypyrrolo[2,1-f][1,2,4]triazin-2-amine